phenyl-(2R,3R,4R,5S)-2-(hydroxymethyl)-1-(2-(thiophen-2-yl)ethyl)piperidine-3,4,5-triol C1(=CC=CC=C1)[C@@]1(N(C[C@@H]([C@H]([C@@H]1O)O)O)CCC=1SC=CC1)CO